N-{6-[6-methoxy-5-(1-methyl-1,2,3-triazol-4-yl)pyridin-2-yl]pyridazin-3-yl}-8-azabicyclo[3.2.1]octan-3-amine COC1=C(C=CC(=N1)C1=CC=C(N=N1)NC1CC2CCC(C1)N2)C=2N=NN(C2)C